O1CCC(CC1)NC1=C(C(=O)N)C=CC=C1 ((tetrahydro-2H-pyran-4-yl)amino)benzamide